FC1=C(C(=C(C(=C1C#C[Si](C)(C)C)F)C#C[Si](C)(C)C)F)C#C[Si](C)(C)C 1,3,5-trifluoro-2,4,6-tri(trimethylsilylethynyl)benzene